C(CC)C(C(=O)O)(CC)OC1=C(C=C(C=C1)Cl)Cl propyl-2,4-dichlorophenoxybutyric acid